COC1=NN(C=C1C(=O)NC1=CC=CC(=N1)C1=NN=CN1[C@H]1CN(CC1)C(=O)OC(C)(C)C)C tert-butyl (R)-3-(3-(6-(3-methoxy-1-methyl-1H-pyrazole-4-carboxamido)pyridin-2-yl)-4H-1,2,4-triazol-4-yl)pyrrolidine-1-carboxylate